tert-butyl (tert-butoxy carbonyl)(6-((4-nitrophenyl)thio)hexyl)carbamate C(C)(C)(C)OC(=O)N(C(OC(C)(C)C)=O)CCCCCCSC1=CC=C(C=C1)[N+](=O)[O-]